NC=1C=CC(=C(C1)SC1=CN=C(C(N1)=O)N1CCC(CC1)(C)CN)Cl 6-((5-amino-2-chlorophenyl)thio)-3-(4-(aminomethyl)-4-methylpiperidin-1-yl)pyrazin-2(1H)-one